FC1=C2C=CNC2=C(C=C1F)C1=C[C@H](CN([C@@H]1CO)C)C(=O)N(CC)CC (3R,6S)-5-(4,5-difluoro-1H-indol-7-yl)-N,N-diethyl-6-(hydroxymethyl)-1-methyl-1,2,3,6-tetrahydropyridine-3-carboxamide